Cl[SiH]([SiH](Cl)Cl)Cl 1,1,2,2-Tetrachloro-disilan